ClC=1C=CC(=C(C1)C1=NN(C=C1N)CC1CC1)[N+](=O)[O-] (5-chloro-2-nitrophenyl)-1-(cyclopropylmethyl)-1H-pyrazol-4-amine